FCCCN1C[C@H](CC1)OC1=CC=C(C=C1)C1=C(CCCC2=C1C=CC(=C2)O)C2=CC=C(C=C2)C(F)(F)F 5-[4-[(3S)-1-(3-fluoropropyl)pyrrolidin-3-yl]oxyphenyl]-6-[4-(trifluoro-methyl)phenyl]-8,9-dihydro-7H-benzo[7]annulen-2-ol